O=C1NC(CCC1N1N=CC2=CC=CC(=C2C1=O)NCCOCCOCCOCCOCCC(=O)OC(C)(C)C)=O tert-butyl 1-((3-(2,6-dioxopiperidin-3-yl)-4-oxo-3,4-dihydrophthalazine-5-yl)amino)-3,6,9,12-tetraoxapentadecane-15-oate